C1(=CC=CC=C1)C(C(=O)O)C(CC(=O)O)C1=CC=CC=C1 2,3-Diphenylglutaric acid